methyl 4-(4-((4-chloro-3-(trifluoromethyl)benzyl)amino)-3-ethyl-1-methyl-1H-pyrazolo[3,4-d]pyrimidin-6-yl)benzoate ClC1=C(C=C(CNC2=C3C(=NC(=N2)C2=CC=C(C(=O)OC)C=C2)N(N=C3CC)C)C=C1)C(F)(F)F